COC=1C=C2CCN(C(C2=CC1)=O)C1=CC=NC=C1 6-methoxy-2-(pyridin-4-yl)-3,4-dihydro-isoquinolin-1(2H)-one